COC(C1=CN=CC=C1)=O nicotinic acid methylester